tert-Butyl (((1r,4r)-4-(((2-chloro-5-(3,3-difluoroazetidine-1-carbonyl)pyridin-4-yl)amino)methyl)cyclohexyl)methyl)carbamate ClC1=NC=C(C(=C1)NCC1CCC(CC1)CNC(OC(C)(C)C)=O)C(=O)N1CC(C1)(F)F